CC1=C(C=NC(=C1)C(CC)=O)C=1C=2N(C3=CC(=NC=C3C1)NC(=O)C1CC1)C=NN2 N-[4-(4-methyl-6-propanoylpyridin-3-yl)-[1,2,4]triazolo[4,3-a]1,6-naphthyridin-8-yl]cyclopropanecarboxamide